C(C)OC(=O)C=1N=CN(C1)C1=CC=C(C=C1)C(F)(F)F 1-(4-(trifluoromethyl)phenyl)imidazole-4-carboxylic acid ethyl ester